Cl.CNC[C@@H]1OCCCC2=C1C=CC=C2C2=CN=CS2 |o1:4| rel-(R)-N-Methyl-1-(6-(thiazol-5-yl)-1,3,4,5-tetrahydrobenzo[c]oxepin-1-yl)methanamine hydrochloride salt